Ethyl-2-(1H-indol-3-yl)-1H-indol C(C)N1C(=CC2=CC=CC=C12)C1=CNC2=CC=CC=C12